C(C)(C)(C)OC(=O)N([C@H](C(=O)N[C@H](C(=O)N1[C@H](CCC1)C=1SC=C(N1)C(=O)C=1C=C(OCCOCCC(=O)O)C=CC1)C1CCCCC1)C)C 3-(2-(3-(2-((R)-1-((S)-2-((S)-2-((tert-butoxycarbonyl)(methyl)amino)propanamido)-2-cyclohexylacetyl)pyrrolidin-2-yl)thiazole-4-carbonyl)phenoxy)ethoxy)propanoic acid